ClC1=C(N(N=C1C(F)(F)F)C1=CC(=CC=C1)C(N(C)C=1C=NC(=NC1)OC(F)F)=O)COC1=CC=CC=N1 6-[[4-Chloro-2-[3-[[2-(difluoromethoxy)pyrimidin-5-yl]-methylcarbamoyl]phenyl]-5-(trifluoromethyl)pyrazol-3-yl]methoxy]pyridin